tert-butyl 2-(7-(3-chlorophenyl)-4-oxo-3,4-dihydro-5H-imidazo[4,5-d]pyridazin-5-yl)acetate ClC=1C=C(C=CC1)C1=NN(C(C2=C1N=CN2)=O)CC(=O)OC(C)(C)C